4,4,5,5-tetramethyl-2-(3-(6-phenyldibenzo[b,d]furan-4-yl)phenyl)-1,3,2-dioxaborolane CC1(OB(OC1(C)C)C1=CC(=CC=C1)C1=CC=CC2=C1OC1=C2C=CC=C1C1=CC=CC=C1)C